CC(=O)N[C@@H]1[C@H]([C@@H]([C@H](O[C@H]1O[C@@H]2[C@H]([C@@H]([C@H](O[C@H]2O)CO)O)O)CO)O)O The molecule is an amino disaccharide consisting of an beta-D-glucose residue having an N-acetyl-beta-D-glucosaminyl residue attached at the 2-position. It is an amino disaccharide and a glycosylglucose derivative.